C(C(=C)C)(=O)OC1C2C3OC1C(C3CO2)=O 5-oxohexahydro-2,6-methylenefuro[3,2-B]furan-3-yl methacrylate